4-((2-((cyclopentyloxy)methyl)-3'-hydroxy-5'-methoxy-4'-methyl-[1,1'-biphenyl]-4-yl)amino)-1-(methoxycarbonyl)piperidine C1(CCCC1)OCC1=C(C=CC(=C1)NC1CCN(CC1)C(=O)OC)C1=CC(=C(C(=C1)OC)C)O